C(C)OC=1C2=C(N=CN1)N(C(C(=C2)C21CC(C2)(C1)NC(OC(C)(C)C)=O)=O)C tert-butyl N-(3-{4-ethoxy-8-methyl-7-oxo-7H,8H-pyrido[2,3-d]pyrimidin-6-yl}bicyclo[1.1.1]pentan-1-yl)carbamate